C(C#CC)N1CC(C1)(F)COC(=O)N1CCC(CC1)NC1=NC(=NC=2N1N=CC2C(C)C)NC2CCOCC2 4-((8-isopropyl-2-((tetrahydro-2H-pyran-4-yl)amino)pyrazolo[1,5-a][1,3,5]triazin-4-yl)amino)piperidine-1-carboxylic acid (1-(but-2-ynyl)-3-fluoroazetidin-3-yl)methyl ester